6,6'-sulfinyl-bis(4-chloro-3-fluorophenol) S(=O)(C1=CC(=C(C=C1O)F)Cl)C1=CC(=C(C=C1O)F)Cl